ClC1=NC=C(C(=C1)OC=1N=CC=2CCC3=C(C2C1F)NC1=C3C(NCC1)=O)C(=O)N1CC(C(C1)F)F 2-((2-chloro-5-(3,4-difluoropyrrolidine-1-carbonyl)pyridin-4-yl)oxy)-1-fluoro-5,6,8,9,10,11-hexahydro-7H-pyrido[3',4':4,5]pyrrolo[2,3-f]isoquinolin-7-one